CC(CC)C(CCCCCC)N 3-methyl-decan-4-amine